but-3-yn-nitrile C(CC#C)#N